2-(6-(4-Methoxyphenylethoxy)-1H-indol-1-yl)ethan-1-ol COC1=CC=C(C=C1)CCOC1=CC=C2C=CN(C2=C1)CCO